4-((2,4-dimethoxybenzyl)amino)-6-(4-methylpiperazin-1-yl)quinazoline-8-carboxylic acid COC1=C(CNC2=NC=NC3=C(C=C(C=C23)N2CCN(CC2)C)C(=O)O)C=CC(=C1)OC